2-methyl-4-ethyl-8-quinolinolate CC1=NC2=C(C=CC=C2C(=C1)CC)[O-]